Tert-butyl (1S,2R,5R)-2-(hydroxymethyl)-3-azabicyclo[3.1.0]hexane-3-carboxylate OC[C@H]1[C@H]2C[C@H]2CN1C(=O)OC(C)(C)C